ClC1=CC=C(C=C1)C1C(=C(N=C2N1C(/C(/S2)=C/C2=CC=C(C=C2)OCC(=O)N2CCC(CC2)N2CCN(CC2)C)=O)C)C(=O)OC(C)C isopropyl (Z)-5-(4-chlorophenyl)-7-methyl-2-(4-(2-(4-(4-methylpiperazin-1-yl)piperidin-1-yl)-2-oxoethoxy)benzylidene)-3-oxo-2,3-dihydro-5H-thiazolo[3,2-a]pyrimidine-6-carboxylate